COC=1C=C2C=NN=C(C2=CC1OC)NC(C)C1=CC(=CS1)C1=C(CN(C(OC(C)(C)C)=O)C)C=CC=C1 tert-butyl (2-(5-(1-((6,7-dimethoxyphthalazin-1-yl)amino)ethyl)thiophen-3-yl)benzyl)(methyl)carbamate